(R)-(1'-(5-(2,3-dichlorophenyl)-4-cyano-6-methylpyrimidin-2-yl)-2,3-dihydrospiro[indene-1,4'-piperidin]-2-yl)carbamic acid tert-butyl ester C(C)(C)(C)OC(N[C@@H]1CC2=CC=CC=C2C12CCN(CC2)C2=NC(=C(C(=N2)C#N)C2=C(C(=CC=C2)Cl)Cl)C)=O